tert-butyl (S)-3-((2-chloro-5-fluoropyrimidin-4-yl)amino)piperidine-1-carboxylate ClC1=NC=C(C(=N1)N[C@@H]1CN(CCC1)C(=O)OC(C)(C)C)F